C(C)(C)(C)OC(=O)N1C[C@@H](CC1)OC=1C=CC(=NC1)C(=O)OC methyl 5-{[(3R)-1-(tert-butoxycarbonyl)pyrrolidin-3-yl]oxy}pyridine-2-carboxylate